(R)-(2,7-dimethyl-3-(3,4,5-trifluorophenyl)-2,4,5,7-tetrahydro-6H-pyrazolo[3,4-c]pyridin-6-yl)(quinolin-6-yl)methanone CN1N=C2[C@H](N(CCC2=C1C1=CC(=C(C(=C1)F)F)F)C(=O)C=1C=C2C=CC=NC2=CC1)C